3-((1-cyclopropyl-4,6-difluoro-1H-benzo[d]imidazol-5-yl)ethynyl)-5-(methylamino)-1H-pyrazole-4-carboxamide C1(CC1)N1C=NC2=C1C=C(C(=C2F)C#CC2=NNC(=C2C(=O)N)NC)F